N-((R)-1-(3-(difluoromethyl)-2-fluorophenyl)ethyl)-1-(1-(difluoromethyl)cyclopropyl)-4-(((R)-1-(1-methyl-1H-imidazol-5-yl)ethyl)amino)-6-oxo-1,6-dihydropyridine-3-carboxamide FC(C=1C(=C(C=CC1)[C@@H](C)NC(=O)C1=CN(C(C=C1N[C@H](C)C1=CN=CN1C)=O)C1(CC1)C(F)F)F)F